ClC=1C(=CC2=C(C[C@](O2)(C2=CC=CC=C2)CNC)C1C1=C(C=C2CCN(C2=C1F)C)C(=O)N)F (S)-6-((S)-5-Chloro-6-fluoro-2-((methylamino)methyl)-2-phenyl-2,3-dihydrobenzofuran-4-yl)-7-fluoro-1-methylindoline-5-carboxamide